(1r,4r)-N-cyclopropyl-4-((5-methyl-4-(6-(pyrimidin-5-ylamino)imidazo[1,2-a]pyridin-3-yl)pyrimidin-2-yl)amino)cyclohexane-1-carboxamide C1(CC1)NC(=O)C1CCC(CC1)NC1=NC=C(C(=N1)C1=CN=C2N1C=C(C=C2)NC=2C=NC=NC2)C